5-(4-((3-ethyl-2-oxo-4-thioxo-1,2,3,4-tetrahydroquinazolin-7-yl)methyl)piperazin-1-yl)-N-methyl-6-(trifluoromethyl)picolinamide C(C)N1C(NC2=CC(=CC=C2C1=S)CN1CCN(CC1)C=1C=CC(=NC1C(F)(F)F)C(=O)NC)=O